CC(C)(C)[S@](=O)N[C@@H](C)C1=NC=C(N=C1)C(F)(F)F (S)-2-Methyl-N-((S)-1-(5-(trifluoromethyl)pyrazin-2-yl)ethyl)propane-2-sulfinamide